(R)-3-(8-chloro-2,6-dimethyl-1,2,3,4-tetrahydroisoquinolin-4-yl)benzene-1-sulfonyl chloride ClC=1C=C(C=C2[C@H](CN(CC12)C)C=1C=C(C=CC1)S(=O)(=O)Cl)C